5-(3,5-difluorobenzoyl)indol-2-one manganese trisglycinate NCC(=O)[O-].NCC(=O)[O-].NCC(=O)[O-].[Mn+3].FC=1C=C(C(=O)C2=CC3=CC(N=C3C=C2)=O)C=C(C1)F